4-methyl-propyl-morpholine bromide [Br-].CN1C(COCC1)CCC